(S)-2-anilino-4,4-dimethylvaleric acid N(C1=CC=CC=C1)[C@H](C(=O)O)CC(C)(C)C